rac-(1S*,2S*)-2-(7-chloro-8-fluoroimidazo[1,5-a]pyridin-1-yl)-N-(6-chloropyrimidin-4-yl)cyclopropane-1-carboxamide ClC1=C(C=2N(C=C1)C=NC2[C@@H]2[C@H](C2)C(=O)NC2=NC=NC(=C2)Cl)F |r|